1,2,3,4-tetrahydrobenz[a]anthracene-7,12-dione C1CCCC=2C1=C1C(C3=CC=CC=C3C(C1=CC2)=O)=O